tert-butyl 6-[(1-methylpyrazol-4-yl)amino]-2-azaspiro[3.3]heptane-2-carboxylate CN1N=CC(=C1)NC1CC2(CN(C2)C(=O)OC(C)(C)C)C1